(R)-2-(5-(6-chloro-3-(1H-imidazol-1-yl)-5-methoxy-1-methyl-1H-pyrrolo[3,2-b]pyridin-2-yl)-1H-1,2,4-triazol-3-yl)propanenitrile ClC=1C=C2C(=NC1OC)C(=C(N2C)C2=NC(=NN2)[C@@H](C#N)C)N2C=NC=C2